The molecule is a saturated fatty aldehyde formally arising from reduction of the carboxylic acid group of undecanoic acid. It is a component of essential oils from citrus plants like Citrus reticulata. It has a role as an antimycobacterial drug, a volatile oil component and a plant metabolite. It is a saturated fatty aldehyde, a n-alkanal and a medium-chain fatty aldehyde. It is a tautomer of an undec-1-en-1-ol. CCCCCCCCCCC=O